C[C@@H]1C[C@@H]([C@@H](N1C(=O)OC)CO[C@@H]1C[C@@H]2C[C@@]2(CC1)C=1SC=CN1)NS(=O)(=O)C methyl (2R,3S,5R)-5-methyl-3-(methylsulfonamido)-2-((((1S,3S,6R)-6-(thiazol-2-yl)bicyclo[4.1.0]heptan-3-yl) oxy)methyl)pyrrolidine-1-carboxylate